C1(CCCC1)NC=1C2=C(N=CN1)OC(=C2C=2C=C(C=CC2)NC(C=C)=O)C=2C=NC(=CC2)N2CCN(CC2)C N-{3-[4-(Cyclopentylamino)-6-[6-(4-methylpiperazin-1-yl)pyridin-3-yl]furo[2,3-d]pyrimidin-5-yl]phenyl}prop-2-enamide